CCC(=O)C=C Pentenone